(6-methoxypyrimidin-4-yl)-1H-pyrazole-3-carboxylic acid ethyl ester C(C)OC(=O)C1=NN(C=C1)C1=NC=NC(=C1)OC